aminomethylphenylboronate NCOB([O-])C1=CC=CC=C1